N1N=C(C=2C=NC=CC21)C2=CC=C1CCN(C1=C2)C(=O)OC(C)(C)C tert-butyl 6-{1H-pyrazolo[4,3-c]pyridin-3-yl}-2,3-dihydroindole-1-carboxylate